6-(1-bromo-8-((2,4-dimethoxybenzyl)amino)imidazo[1,5-a]pyrazin-3-yl)-6-methyltetrahydro-1H-oxazolo[3,4-a]pyridin-3(5H)-one BrC=1N=C(N2C1C(=NC=C2)NCC2=C(C=C(C=C2)OC)OC)C2(CCC1N(C2)C(OC1)=O)C